C(C)(=O)N1CCN(CC1)CCOC1=C(C=C(C=C1CSC(F)(F)F)NC(=O)NC1=CNC2=CC=C(C=C12)F)F 1-(4-(2-(4-Acetylpiperazin-1-yl)ethoxy)-3-fluoro-5-(trifluoromethyl-thiomethyl)phenyl)-3-(5-fluoro-1H-indol-3-yl)urea